trans-2-dodecene C\C=C\CCCCCCCCC